methyl 4,6-dichloropyrimidine-5-carboxylate ClC1=NC=NC(=C1C(=O)OC)Cl